N1=C(C=CC=C1)NC=1SC=C(N1)C1=CC=C(C(=O)NC=2C=NC=CC2)C=C1 4-(2-(Pyridin-2-ylamino)thiazol-4-yl)-N-(pyridin-3-yl)benzamid